FC=1C=CC=C2C(=CNC12)CCNCCC N-(2-(7-fluoro-1H-indol-3-yl)ethyl)propane-1-amine